(R)-3-((5-chloro-2-(pyrrolidin-3-ylamino)pyrimidin-4-yl)oxy)propanenitrile TFA salt OC(=O)C(F)(F)F.ClC=1C(=NC(=NC1)N[C@H]1CNCC1)OCCC#N